4-(2-((3R,4R)-4-amino-3-methylpiperidin-1-yl)-6-(2-fluoro-6-(trifluoromethyl)phenyl)quinazolin-4-yl)-2-fluorobenzonitrile N[C@H]1[C@@H](CN(CC1)C1=NC2=CC=C(C=C2C(=N1)C1=CC(=C(C#N)C=C1)F)C1=C(C=CC=C1C(F)(F)F)F)C